C(C)(C)(C)OC(C1=C(C=C(C=C1)C(C=C(C(F)(F)F)C1=CC(=C(C(=C1)Cl)F)Cl)=O)C)=O.FC=1C=C(C(=O)NC2=CC=C(C=C2)N(CC(C)(C)C)C)C=C(C1O)C=O 3-fluoro-5-formyl-4-hydroxy-N-(4-(methyl-(neopentyl)amino)phenyl)benzamide tert-butyl-4-[3-(3,5-dichloro-4-fluoro-phenyl)-4,4,4-trifluoro-but-2-enoyl]-2-methyl-benzoate